phenyl-N-(thien-3-yl)carbamate C1(=CC=CC=C1)OC(NC1=CSC=C1)=O